ClC=1C=C2C=NN(C2=CC1N1C2COCC1CNC2)C=2C=NN(C2)C2CC2 9-(5-chloro-1-(1-cyclopropyl-1H-pyrazol-4-yl)-1H-indazol-6-yl)-3-oxa-7,9-diazabicyclo[3.3.1]nonane